COC(=O)C=1C=C2C=C(C(=C(N2C1)C(C)N1CCOCC1)C)C(NCC=1C(NC(=CC1C)C)=O)=O 7-(((4,6-dimethyl-2-oxo-1,2-dihydropyridin-3-yl)methyl)carbamoyl)-6-methyl-5-(1-morpholinoethyl)indolizine-2-carboxylic acid methyl ester